[O-]O.C(CCC)C1=CC=CC=C1 p-butyl-benzene hydroperoxide